4-[3-[4-[[(3S,4R)-3-fluoro-1-methyl-4-piperidyl]amino]-1-(2,2,2-trifluoroethyl)indol-2-yl]prop-2-ynylamino]-N-methyl-3-(trideuteriomethoxy)benzamide F[C@H]1CN(CC[C@H]1NC1=C2C=C(N(C2=CC=C1)CC(F)(F)F)C#CCNC1=C(C=C(C(=O)NC)C=C1)OC([2H])([2H])[2H])C